COC1=NC=CC=C1NC1=C(C(=O)N)C(=CC=N1)NC1=C(C=CC=C1)N(S(=O)(=O)C)C ((2-methoxypyridin-3-yl)amino)-4-((2-(N-methyl-methanesulfonamido)-phenyl)amino)nicotinamide